FC1=CC=NC2=C(C=CC=C12)NS(=O)(=O)C=1C=NC(=CC1)C(F)(F)F N-(4-fluoro-quinolin-8-yl)-6-(trifluoro-methyl)pyridine-3-sulfonamide